(E)-N-(2-butoxy-3-fluorophenyl)-3-(3,4-dimethoxyphenyl)acrylamide C(CCC)OC1=C(C=CC=C1F)NC(\C=C\C1=CC(=C(C=C1)OC)OC)=O